3-((5-(3-fluorobenzylthio)-4-(3-(1-trityl-1H-imidazol-4-yl)propyl)-4H-1,2,4-triazol-3-yl)methyl)-1H-indole FC=1C=C(CSC=2N(C(=NN2)CC2=CNC3=CC=CC=C23)CCCC=2N=CN(C2)C(C2=CC=CC=C2)(C2=CC=CC=C2)C2=CC=CC=C2)C=CC1